4-(4-methoxyphenyl)cyclohexane-1-one COC1=CC=C(C=C1)C1CCC(CC1)=O